FC1=C(C=CC2=C1OC(N(C21COC1)CC1=C(C(=CC=C1)NS(NC)(=O)=O)F)=O)OC=1OC=CN1 8-fluoro-3-({2-fluoro-3-[(methylsulfamoyl)amino]phenyl}methyl)-7-(1,3-oxazol-2-yloxy)-2,3-dihydrospiro[1,3-benzoxazine-4,3'-oxetan]-2-one